7-cyclopentyl-N,N-dimethyl-2-{[5-(piperazin-1-yl)pyridin-2-yl]amino}-7H-pyrrolo[2,3-d]-pyrimidine-6-carboxamide C1(CCCC1)N1C(=CC2=C1N=C(N=C2)NC2=NC=C(C=C2)N2CCNCC2)C(=O)N(C)C